5-[3-chloro-4-(3-methylsulfonylpropoxy)phenyl]-2-(chloromethyl)-1,3-oxazole ClC=1C=C(C=CC1OCCCS(=O)(=O)C)C1=CN=C(O1)CCl